N-(3-chlorobenzyl)-6-(3,5-dimethylisoxazol-4-yl)-2-methylquinolin-4-amine ClC=1C=C(CNC2=CC(=NC3=CC=C(C=C23)C=2C(=NOC2C)C)C)C=CC1